5-(4-fluorobenzyl)pyrimidine-2,4,6(1H,3H,5H)-trione FC1=CC=C(CC2C(NC(NC2=O)=O)=O)C=C1